N-(5-(4-(((3S,4S)-4-fluoropyrrolidin-3-yl)oxy)-1-methyl-1H-pyrazol-5-yl)pyrazolo[1,5-a]pyridin-2-yl)cyclopropanecarboxamide F[C@@H]1[C@H](CNC1)OC=1C=NN(C1C1=CC=2N(C=C1)N=C(C2)NC(=O)C2CC2)C